ClC=1OC2=C(C1)C=CC(=C2NC(=O)N2C(C=1NN=C(C1C2)NC(=O)C2(CCC2)[Si](C)(C)C)(C)C)F N-(2-chloro-6-fluorobenzofuran-7-yl)-6,6-dimethyl-3-[1-(trimethylsilyl)cyclobutanecarboxamido]-4,6-dihydropyrrolo[3,4-c]pyrazole-5(1H)-carboxamide